FC1CC(N(C1)C(CC1=CN=C2N1C=CC=C2)=O)C(=O)NC(C2=CC=CC=C2)C2=CC(=C(C=C2)C(C)C)F 4-fluoro-N-{[3-fluoro-4-(propan-2-yl)phenyl](phenyl)methyl}-1-(2-{imidazo[1,2-a]pyridin-3-yl}acetyl)pyrrolidine-2-carboxamide